C1(=CC=C(C=C1)C=CC(=O)N1C(OC2(CC2)C1C1=CC=CC=C1)=O)C1=CC=CC=C1 6-(3-([1,1'-biphenyl]-4-yl)acryloyl)-7-phenyl-4-oxa-6-azaspiro[2.4]heptane-5-one